(S)-6-(3-methyl-1H-pyrrolo[2,3-b]pyridin-5-yl)-8-(pyrrolidin-2-yl)-2-((tetrahydro-2H-pyran-4-yl)methyl)-1,2,3,4-tetrahydroisoquinoline CC1=CNC2=NC=C(C=C21)C=2C=C1CCN(CC1=C(C2)[C@H]2NCCC2)CC2CCOCC2